N[C@H](C(=O)O)CC1=CC=C(C=C1)C1=NN(C=C1)C (S)-2-amino-3-(4-(1-methyl-1H-pyrazol-3-yl)phenyl)propanoic acid